C(=O)(OC(C)(C)C)N1CCC(C(=O)O)CC1 N-Bocisonipecotic acid